3-[5-(4-bromophenyl)-1-[2-(trifluoromethyl)phenyl]pyrrol-2-yl]-N-[2-(dimethylamino)ethyl]-4-methoxy-benzamide hydrochloride Cl.BrC1=CC=C(C=C1)C1=CC=C(N1C1=C(C=CC=C1)C(F)(F)F)C=1C=C(C(=O)NCCN(C)C)C=CC1OC